Ethyl (2RS)-2-[4-chloro-6-[4-(4-ethylpiperazin-1-yl)phenyl]-1-oxo-isoindolin-2-yl]-2-(6,7-dihydro-5H-pyrrolo[1,2-c]imidazol-1-yl)acetate ClC1=C2CN(C(C2=CC(=C1)C1=CC=C(C=C1)N1CCN(CC1)CC)=O)[C@@H](C(=O)OCC)C1=C2N(C=N1)CCC2 |r|